[Na].N1=NN=CC=C1 triazine sodium salt